Methyl 2-(((1RS,6RS)-5-(6-((4-cyano-2-fluorobenzyl)oxy)pyridin-2-yl)-2,5-diazabicyclo[4.2.0]octan-2-yl)methyl)-4-methoxy-1-(((S)-oxetan-2-yl)methyl)-1H-benzo[d]imidazole-6-carboxylate C(#N)C1=CC(=C(COC2=CC=CC(=N2)N2CCN([C@@H]3CC[C@@H]23)CC2=NC3=C(N2C[C@H]2OCC2)C=C(C=C3OC)C(=O)OC)C=C1)F |&1:18,21|